FC1=CC=C(C=C1)C=1C=NC=C(C=O)C1 5-(4-fluorophenyl)nicotinaldehyde